C1(=CC(=CC=C1)C1=NC(=NC=C1Cl)NC1CCN(CC1)C(=O)C1CCN(CC1)CCN1CCC(CC1)OC=1C=C2CN(C(C2=CC1)=O)C1C(NC(CC1)=O)=O)C1=CC=CC=C1 3-(5-((1-(2-(4-(4-((4-([1,1'-biphenyl]-3-yl)-5-chloropyrimidin-2-yl)amino)piperidine-1-carbonyl)piperidin-1-yl)ethyl)piperidin-4-yl)oxy)-1-oxoisoindolin-2-yl)piperidine-2,6-dione